methyl 8-chloro-3-[(trifluoromethyl)sulfanyl]imidazo[1,2-a]pyrazine-2-carboxylate ClC=1C=2N(C=CN1)C(=C(N2)C(=O)OC)SC(F)(F)F